CCCCC(C)OCC(CO)O 3-(Hex-5-yloxy)-propane-1,2-diol